meso-Tartaric acid [C@@H]([C@@H](C(=O)O)O)(C(=O)O)O